CC1(OB(OC1(C)C)C1=CC=C(C2=CC=CC=C12)C=O)C 4-(4,4,5,5-Tetramethyl-1,3,2-dioxaborolan-2-yl)naphthalene-1-carbaldehyde